tungsten sulfide phosphorus [P].[W]=S